Methyl 2-(4-(2,2-dicyano-1-hydroxyvinyl)-3-fluorophenyl)acetate C(#N)C(=C(O)C1=C(C=C(C=C1)CC(=O)OC)F)C#N